ethyl 8-(chlorocarbonyl)-7-cyclobutyl-2-methoxyquinoline-3-carboxylate ClC(=O)C=1C(=CC=C2C=C(C(=NC12)OC)C(=O)OCC)C1CCC1